FC1=CC=C(C=C1)C(C(=O)N[C@@H]([C@@H](C)CC)C(=O)N[C@H](CCC(=O)O)C(=O)O)(C)C (2-(4-fluorophenyl)-2-methylpropanoyl)-L-isoleucyl-D-glutamic acid